Dihydrocodeine Tartrate C(=O)(O)C(O)C(O)C(=O)O.C1=CC(OC)=C2C=3[C@@]45[C@@H](O2)[C@@H](O)CC[C@H]4[C@@H](CC13)N(C)CC5